Methyl 2-(2-(2-(4-((6-chlorohexanamido)methyl)piperidin-1-yl)thiazole-4-carboxamido)acrylamido)acrylate ClCCCCCC(=O)NCC1CCN(CC1)C=1SC=C(N1)C(=O)NC(C(=O)NC(C(=O)OC)=C)=C